(R)-3-methyl-4-(1-(methylsulfonyl)-6-(1H-pyrazol-3-yl)-1H-pyrrolo[3,2-c][1,7]naphthyridin-4-yl)morpholine C[C@H]1N(CCOC1)C1=NC=2C(=NC=CC2C2=C1C=CN2S(=O)(=O)C)C2=NNC=C2